CC(=CCC/C(=C/CC/C(=C/CC/C(=C/CC/C(=C/CC/C(=C/COP(=O)(O)OP(=O)(O)O)/C)/C)/C)/C)/C)C The molecule is a polyprenol diphosphate compound having six prenyl units with undefined stereochemistry about the double bonds. It has a role as a Saccharomyces cerevisiae metabolite.